C#CC#CC#C hexa-1,3,5-triyne